(2S)-2-[9H-fluoren-9-ylmethoxycarbonyl(methyl)amino]-3,3-dimethyl-butanoic acid C1=CC=CC=2C3=CC=CC=C3C(C12)COC(=O)N([C@H](C(=O)O)C(C)(C)C)C